(S)-(1-((4-(3-amino-1H-pyrazolo[4,3-b]pyridin-5-yl)-3-methylphenyl)sulfonyl)-4,4-difluoropyrrolidin-2-yl)methanol NC1=NNC=2C1=NC(=CC2)C2=C(C=C(C=C2)S(=O)(=O)N2[C@@H](CC(C2)(F)F)CO)C